4-{[(6-Chloropyridin-3-yl)methyl](3-bromobenzyl)amino}furan ClC1=CC=C(C=N1)CN(C=1C=COC1)CC1=CC(=CC=C1)Br